Rac-3-amino-1-(2-cyanocyclopentyl)pyrazole-4-carboxamide NC1=NN(C=C1C(=O)N)C1C(CCC1)C#N